ClC1=CC=C(C=C1)S(=O)(=O)[C@@H]1[C@](CN(C1)S(=O)(=O)C=1C(=NC=CC1)OC(F)F)(O)CO (3r,4s)-4-((4-chlorophenyl)sulfonyl)-1-((2-(difluoromethoxy)pyridin-3-yl)sulfonyl)-3-(hydroxymethyl)pyrrolidin-3-ol